FC=1C(=C(C=CC1F)C1C(SC(C1)(C(F)(F)F)C)C(=O)NC=1C=C2C(NNC(C2=CC1)=O)=O)OC 3-(3,4-difluoro-2-methoxyphenyl)-N-(1,4-dioxo-1,2,3,4-tetrahydrophthalazin-6-yl)-5-methyl-5-(trifluoromethyl)tetrahydrothiophene-2-carboxamide